N-[3-(3-azabicyclo[2.2.1]heptan-3-yl)-4-(1,1-dioxo-1,4-thiazinane-4-carbonyl)phenyl]cyclopropanecarboxamide C12CN(C(CC1)C2)C=2C=C(C=CC2C(=O)N2CCS(CC2)(=O)=O)NC(=O)C2CC2